7-((R)-sec-butoxy)-N-(1-cyclopropyl-2-oxo-1,2-dihydropyridin-3-yl)-2-((1S,4R)-1-methyl-2-oxabicyclo[2.2.1]heptan-4-yl)imidazo[1,2-a]pyrimidine-6-carboxamide [C@@H](C)(CC)OC1=NC=2N(C=C1C(=O)NC=1C(N(C=CC1)C1CC1)=O)C=C(N2)[C@@]21CO[C@@](CC2)(C1)C